dinonyloxy-tetradecenyl-butoxy methyl ether COOC(C(CC)OCCCCCCCCC)(C=CCCCCCCCCCCCC)OCCCCCCCCC